C1(CCCC1)[C@H](CC(=O)OC)N1N=CC(=C1)C=1C2=C(N=CN1)N(C=C2)COCC[Si](C)(C)C (S)-Methyl 3-cyclopentyl-3-(4-(7-((2-(trimethylsilyl)ethoxy)methyl)-7H-pyrrolo[2,3-d]pyrimidin-4-yl)-1H-pyrazol-1-yl)propanoate